3-[3-(methylsulfonyl)phenyl]-3-[4-(7H-pyrrolo[2,3-d]pyrimidin-4-yl)-1H-pyrazol-1-yl]propanenitrile CS(=O)(=O)C=1C=C(C=CC1)C(CC#N)N1N=CC(=C1)C=1C2=C(N=CN1)NC=C2